(9,10-dihydropyrazolo[5,1-f][1,6]naphthyridin-7(8H)-yl)(phenyl)methanone C=1C=NN2C1C=1CCCN(C1C=C2)C(=O)C2=CC=CC=C2